1-(5-((1-(2,4-dimethylpentan-2-yl)piperidin-4-yl)methyl)pyrazolo[1,5-a]pyridin-3-yl)dihydropyrimidine-2,4(1H,3H)-dione CC(C)(CC(C)C)N1CCC(CC1)CC1=CC=2N(C=C1)N=CC2N2C(NC(CC2)=O)=O